methyl 4-(3-(tert-butoxycarbonylamino)cyclohexylamino)-6-chloropyridazine-3-carboxylate C(C)(C)(C)OC(=O)NC1CC(CCC1)NC1=C(N=NC(=C1)Cl)C(=O)OC